ONC(=O)C=1N=CC2=C(N1)CCN(C2)C2CC1(C2)CCCCC1 N-hydroxy-6-(spiro[3.5]nonan-2-yl)-5,6,7,8-tetrahydropyrido[4,3-d]pyrimidine-2-carboxamide